C(C(=C)C)(=O)OC(C)COC(C)COC(C)COC(C)COC(C)COC(C)COC(C)COC(C)COC(C(=C)C)=O Octapropylenglycol dimethacrylat